(R or S)-2-methoxy-4-(4-(1-(3,3,3-trifluoro-2-hydroxy-2-(3-methoxyphenyl)propanoyl)piperidin-4-yl)butoxy)benzoic acid COC1=C(C(=O)O)C=CC(=C1)OCCCCC1CCN(CC1)C([C@@](C(F)(F)F)(C1=CC(=CC=C1)OC)O)=O |o1:23|